CC1=C(C=C(C=C1)NC(=O)N1C[C@@H](CC1)CC(F)(F)F)C1=CC(=NC(=C1)C=1C=NNC1)N1CCOCC1 (3S)-N-[4-methyl-3-[2-(morpholin-4-yl)-6-(1H-pyrazol-4-yl)pyridin-4-yl]phenyl]-3-(2,2,2-trifluoroethyl)pyrrolidine-1-carboxamide